isostearyl arachidate C(CCCCCCCCCCCCCCCCCCC)(=O)OCCCCCCCCCCCCCCCC(C)C